C(C)C1=C(N)C=CC(=C1)F 2-ethyl-4-fluoro-aniline